FC1(COC1)C1=CC=C(C=C1)C(C#C)O (4-(3-Fluorooxetan-3-yl)phenyl)prop-2-yn-1-ol